FC1(CCC(CC1)[C@@H](C=1OC2=C(N1)C=C(C=C2)[C@@H](COC)N2C(N[C@@H](C2)C)=O)NC(OCC2=CC=CC=C2)=O)F Benzyl ((S)-(4,4-difluorocyclohexyl)(5-((S)-2-methoxy-1-((R)-4-methyl-2-oxoimidazolidin-1-yl)ethyl)benzo[d]oxazol-2-yl)methyl)carbamate